N-((+)-1-(3-amino-4-fluorophenyl)-3-cyclopropyl-1-(pyridin-2-yl)propyl)-2-methylpropane-2-sulfinamide NC=1C=C(C=CC1F)C(CCC1CC1)(C1=NC=CC=C1)NS(=O)C(C)(C)C